N1(CCNCC1)[C@@H]1C=2C(NCC1)=C(N(N2)C2=CC=C(C=C2)OC2=C(C=CC=C2)OC(F)(F)F)C(=O)N (7S)-7-(piperazin-1-yl)-2-{4-[2-(trifluoromethoxy)phenoxy]phenyl}-4,5,6,7-tetrahydro-2H-pyrazolo[4,3-b]pyridine-3-carboxamide